5-fluoro-4-(2-methoxy-4-methyl-thiazol-5-yl)-N-(1-methylsulfonyl-4-piperidyl)pyrimidin-2-amine FC=1C(=NC(=NC1)NC1CCN(CC1)S(=O)(=O)C)C1=C(N=C(S1)OC)C